1-[6-(4-{[(1R)-1-(3-{1,1-difluoro-2-methyl-2-[(triethylsilyl)oxy]propyl}-2-fluorophenyl)ethyl]amino}-2,7-dimethylpyrido[2,3-d]pyrimidin-6-yl)-2,6-diazaspiro[3.3]heptan-2-yl]ethan-1-one FC(C(C)(O[Si](CC)(CC)CC)C)(F)C=1C(=C(C=CC1)[C@@H](C)NC=1C2=C(N=C(N1)C)N=C(C(=C2)N2CC1(CN(C1)C(C)=O)C2)C)F